methoxydiethylaniline COC1=C(N(CC)CC)C=CC=C1